nicotine tartrate nicotine salt N1=CC=CC(=C1)C1N(C)CCC1.C(=O)(O)C(O)C(O)C(=O)O.N1=CC=CC(=C1)C1N(C)CCC1